4-(6H-benzo[c][1]benzoxepin-11-ylidene)piperidine C1=CC=CC2=C1C(C1=C(CO2)C=CC=C1)=C1CCNCC1